C(=C\CC)/C1C2N(CCC1CCC2)CCC2=CC=CC=C2 9-((E)-but-1-en-1-yl)-2-phenethyl-2-azabicyclo[3.3.1]nonan